2-Cyclobutoxy-6-methoxybenzenesulfonamide C1(CCC1)OC1=C(C(=CC=C1)OC)S(=O)(=O)N